(3-Aminopropyl)diethoxymethylsilan NCCC[SiH2]C(OCC)OCC